OC1(CCC1)CCN1C(N(C2=C1C=C(C=C2)[N+](=O)[O-])C)=O 3-[2-(1-hydroxycyclobutyl)ethyl]-1-methyl-5-nitro-benzimidazol-2-one